N-(cyclohexylmethyl)-2-(8-(2,6-dimethylpyridin-4-yl)-5,5-dimethyl-1,3,4,5-tetrahydro-2H-benzo[c]azepin-2-yl)acetamide C1(CCCCC1)CNC(CN1CC2=C(C(CC1)(C)C)C=CC(=C2)C2=CC(=NC(=C2)C)C)=O